N-(1-(4-fluorobenzyl)-1H-indazol-3-yl)-3-methylisoxazole-4-carboxamide FC1=CC=C(CN2N=C(C3=CC=CC=C23)NC(=O)C=2C(=NOC2)C)C=C1